methylpropyl tartrate C(=O)(OC(CC)C)C(O)C(O)C(=O)[O-]